ClC1=NC(=NC(=C1OC1=C(C=CC=C1)OC)Cl)C1=NC=CC=N1 4,6-dichloro-5-(2-methoxyphenoxy)-2,2'-bipyrimidine